(4-(pyrrolidin-1-ylmethyl)phenyl)methylamine N1(CCCC1)CC1=CC=C(C=C1)CN